Methyl (1S,2S)-2-((4-(5-amino-1-methyl-1H-1,2,3-triazol-4-yl)phenyl)carbamoyl)cyclohexane-1-carboxylate NC1=C(N=NN1C)C1=CC=C(C=C1)NC(=O)[C@@H]1[C@H](CCCC1)C(=O)OC